BrC1=CC2=C(C=C1)C1=CC=CC=C1C21CC(C2=C(C(=CC(=C12)C)C)C)(C)C 2-bromo-3',3',4',5',7'-pentamethyl-2',3'-dihydrospiro-[fluorene-9,1'-indene]